C(#C)C1=NC(=CC(=C1)C1=NC=2C=CC3=C(C2C=C1)C1=C(S3)CN[C@@H](CN1)C)N1CCC(CC1)OC (R)-3-(2-ethynyl-6-(4-methoxypiperidin-1-yl)pyridin-4-yl)-10-methyl-9,10,11,12-tetrahydro-8H-[1,4]diazepino[5',6':4,5]thieno[3,2-f]quinolin